C(C)(C)(C)S(=O)NC(C)(CC)C1=CC(=NC(=C1)C1=CC=C(C=C1)F)OC1[C@@H]2CN(C[C@H]12)C(=O)OCC1=CC=CC=C1 benzyl (1R,5S,6s)-6-((4-(2-((tert-butylsulfinyl)amino)butan-2-yl)-6-(4-fluorophenyl)pyridin-2-yl)oxy)-3-azabicyclo[3.1.0]hexane-3-carboxylate